O[C@@H]1C[C@@H](CCCC1)NC1=NC(=NC=C1C#N)SC 4-((1R,3S)-3-hydroxycycloheptylamino)-2-(methylthio)pyrimidine-5-carbonitrile